N1(C(CCC1)=O)CO (S)-(+)-2-pyrrolidonemethanol